(alphaE)-2-[[(3-butyl-4-methyl-2-oxo-2H-1-benzopyran-7-yl)oxy]methyl]-alpha-(methoxymethylene)phenylacetic acid methyl ester COC(/C(=C/OC)/C1=C(C=CC=C1)COC1=CC2=C(C(=C(C(O2)=O)CCCC)C)C=C1)=O